ClC1=C(C=CC=C1)C1N(CC(N(C1)C)=O)C=1N=CC(=NC1)C(=O)N[C@H](C)\C=C\S(=O)(=O)C 5-(2-(2-chlorophenyl)-4-methyl-5-oxopiperazin-1-yl)-N-((R,E)-4-(methylsulfonyl)but-3-en-2-yl)pyrazine-2-carboxamide